1-(((S)-oxetan-2-yl) methyl)-1H-benzo[D]imidazole-6-carboxylate O1[C@@H](CC1)CN1C=NC2=C1C=C(C=C2)C(=O)[O-]